BrC=1C=C2C(=NC=NC2=CC1)C1=CC(=C(C=C1)N1[C@@H]2CO[C@H](C1)C2)F (1S,4S)-5-(4-(6-bromoquinazolin-4-yl)-2-fluorophenyl)-2-oxa-5-azabicyclo[2.2.1]heptane